5-(3-(4-(pyrrolidin-1-yl)butyl)ureido)isothiazole-4-carboxamide N1(CCCC1)CCCCNC(NC1=C(C=NS1)C(=O)N)=O